Cl.CONC O,N-Dimethyl-hydroxylamine hydrochloride salt